(2-bromo-5-(hydroxymethyl)benzyl)(3-(((t-butyldiphenylsilyl)oxy)methyl)phenyl)carbamic acid tert-butyl ester C(C)(C)(C)OC(N(C1=CC(=CC=C1)CO[Si](C1=CC=CC=C1)(C1=CC=CC=C1)C(C)(C)C)CC1=C(C=CC(=C1)CO)Br)=O